3-acrylamidophenyl-boronic acid C(C=C)(=O)NC=1C=C(C=CC1)B(O)O